5-(1-oxidothiomorpholino)thiophene-2-carbaldehyde O=S1CCN(CC1)C1=CC=C(S1)C=O